9-(1-((6-Chloro-2-(1-methyl-1H-1,2,4-triazol-3-yl)pyridin-3-yl)amino)ethyl)-3-(1-(dimethylglycyl)azetidin-3-yl)-4,7-dimethyl-3,4-dihydro-5H-pyrazolo[3,4-c]isoquinolin-5-one ClC1=CC=C(C(=N1)C1=NN(C=N1)C)NC(C)C=1C=2C3=C(N(C(C2C=C(C1)C)=O)C)N(N=C3)C3CN(C3)C(CN(C)C)=O